bicyclo[2.2.1]heptane-2,3-dicarboxylic acid diisopropyl ester C(C)(C)OC(=O)C1C2CCC(C1C(=O)OC(C)C)C2